FC1=CC(=CC2=CC=3C[C@@](CCC3N=C12)(C(C)C)F)C(=O)N[C@H](CCN1CCC(CC1)O)C=1C=NC(=C(C1)F)C1=CN=NC=C1 (7S)-4,7-difluoro-N-[(1R)-1-(5-fluoro-6-pyridazin-4-ylpyridin-3-yl)-3-(4-hydroxypiperidin-1-yl)propyl]-7-(1-methylethyl)-5,6,7,8-tetrahydroacridine-2-carboxamide